ClC1=C(C(=CC(=N1)C(=O)O)NC=1C=C2C(=CC(N(C2=CC1)C)=O)NC1(CC1)C#C)C#N 6-chloro-5-cyano-4-((4-((1-ethynylcyclopropyl)amino)-1-methyl-2-oxo-1,2-dihydroquinolin-6-yl)amino)picolinic acid